Methyl 3,5-bis(2-(2-(2-(benzyloxy)ethoxy)ethoxy)ethoxy)-4-(2-(2-(2-((4-methoxybenzyl)oxy)ethoxy) ethoxy)ethoxy)benzoate C(C1=CC=CC=C1)OCCOCCOCCOC=1C=C(C(=O)OC)C=C(C1OCCOCCOCCOCC1=CC=C(C=C1)OC)OCCOCCOCCOCC1=CC=CC=C1